ClC=1C=CC(=C(C(=O)O)C1)NC1=C(C=NC2=CC=C(C=C12)Cl)N1CCC(CC1)=NO 5-chloro-2-[[6-chloro-3-(4-hydroxyimino-1-piperidinyl)-4-quinolinyl]amino]benzoic acid